ethyl {3-(2-amino-4-carbamoylphenylamino)-1-[2-(2-amino-4-carbamoylphenylamino)ethyl]propoxy}acetate NC1=C(C=CC(=C1)C(N)=O)NCCC(OCC(=O)OCC)CCNC1=C(C=C(C=C1)C(N)=O)N